Methyl 3-(2-chloropyridin-4-yl)-3-oxopropanoate ClC1=NC=CC(=C1)C(CC(=O)OC)=O